BrC1=CC=C(C=C1)C([2H])C1=C(C=CC(=C1)C)S(=O)(=O)NCC(OC)OC ((4-bromophenyl)methyl-d)-N-(2,2-dimethoxyethyl)-4-methylbenzenesulfonamide